The molecule is the simplest member of the class of 4'methoxyisoflavones that is isoflavone substituted by a methoxy group at position 4'. It derives from an isoflavone. COC1=CC=C(C=C1)C2=COC3=CC=CC=C3C2=O